N(=[N+]=[N-])[C@H]1CN(C[C@H]1CO)C(=O)OC(C)(C)C tert-butyl (3R,4R)-3-azido-4-(hydroxymethyl)pyrrolidine-1-carboxylate